C(ON1C(CCC1=O)=O)(OC)=O 2,5-dioxopyrrolidin-1-yl methyl carbonate